((2-(4-chloro-2-fluorophenyl)-2-methylbenzo[d][1,3]dioxol-4-yl)methyl)piperidine-1-carboxylic acid tert-butyl ester C(C)(C)(C)OC(=O)N1C(CCCC1)CC1=CC=CC=2OC(OC21)(C)C2=C(C=C(C=C2)Cl)F